C1(CCCC1)COC1=CSC=C1C#C 3-(cyclopentylmethoxy)-4-ethynyl-thiophene